C(C)C1=NN=C2N1C1=CC=CC=C1C(=N2)N(C2=CC=CC=C2)C Ethyl-N-methyl-N-phenyl-[1,2,4]triazolo[4,3-a]quinazolin-5-amine